[(2S)-oxetan-2-ylmethyl]-1H-benzimidazole-6-carboxylic acid O1[C@@H](CC1)CN1C=NC2=C1C=C(C=C2)C(=O)O